P(OCCCCCCCCCC)(OCC(=O)NO)=O n-decyl (2-(hydroxyamino)-2-oxoethyl) phosphonate